C(C1=CC=CC=C1)[C@@H]1N(C(OC1)=O)C(C[C@@H](CC)C1=C2CCN(CC2=CC=C1)C(=O)OC(C)(C)C)=O tert-butyl 5-[(3R)-1-[(4S)-4-benzyl-2-oxo-1,3-oxazolidin-3-yl]-1-oxopentan-3-yl]-3,4-dihydro-1H-isoquinoline-2-carboxylate